C(C)OC(C[C@H](N)C1=CC(=CC=C1)N1C=NC=C1)=O (S)-3-(3-(1H-imidazol-1-yl)phenyl)-3-aminopropionic acid ethyl ester